C(C1=CC=CC=C1)OC1=C(C(=CC(=C1)Cl)OC(F)(F)F)B1OC(C(O1)(C)C)(C)C 2-(2-(benzyloxy)-4-chloro-6-(trifluoromethoxy)phenyl)-4,4,5,5-tetramethyl-1,3,2-dioxaborolane